C(#N)C1CN(C1)S(=O)(=O)N1C[C@H](CCC1)C(=O)N1[C@H](CCC1)C(=O)N[C@@H](C)C1=CC=C(C=C1)F 1-(((3S)-1-((3-cyano-1-azetidinyl)sulfonyl)-3-piperidinyl)carbonyl)-N-((1S)-1-(4-fluorophenyl)ethyl)-D-prolinamide